(2S,4S)-1,7,7-trimethyl-bicyclo[2.2.1]-heptan CC12CCC(CC1)C2(C)C